CS(=O)(=O)O[C@@H]1CC[C@H](CC1)NC(=O)OC(C)(C)C trans-[4-(t-butoxycarbonylamino)cyclohexyl] methanesulfonate